9-(1H-imidazole-1-yl)-8-nitro-[1,2,4]triazolo[1,5-c]quinazoline-2,5(3H,6H)-dione N1(C=NC=C1)C1=CC=2C=3N(C(NC2C=C1[N+](=O)[O-])=O)NC(N3)=O